fluoro-1,4-dimethoxybutane FC(CCCOC)OC